C(C)(C)(C)OC(N(S(=O)(=O)C)C1=NC=CC(=C1)C=1C=C2C(=NNC2=C(C1)Br)N)=O (4-(3-Amino-7-bromo-1H-indazol-5-yl)pyridin-2-yl)(methanesulfonyl)carbamic acid tert-butyl ester